CC(C)C1=CC=C(C=C1)C(=O)OOC(C1=CC=C(C=C1)C(C)C)=O (4-Propan-2-ylbenzoyl) 4-propan-2-ylbenzenecarboperoxoate